1-(2-(5-(2-fluoro-4-methoxyphenyl)-1H-imidazol-2-yl)piperidin-1-yl)-2-(methyl-thio)propan-1-one FC1=C(C=CC(=C1)OC)C1=CN=C(N1)C1N(CCCC1)C(C(C)SC)=O